O=C1NC(CCC1NC(=O)C=1C(=C(C=CC1)CCCCC=1C(=NC=CC1)C(=O)N)F)=O (4-(3-((2,6-dioxopiperidin-3-yl)carbamoyl)-2-fluorophenyl)butyl)picolinamide